methyl 3-acetyl-1-(2-(tert-butoxy)-2-oxoethyl)-1H-indazole-4-carboxylate C(C)(=O)C1=NN(C=2C=CC=C(C12)C(=O)OC)CC(=O)OC(C)(C)C